C(#N)C=1C2=C(SC1NC(COC1=CC=CC=C1)=O)CCCC2 N-(3-cyano-4,5,6,7-tetrahydrobenzo[b]thiophen-2-yl)-2-phenoxyacetamide